rac-dimethylsilyl-bis(2-methyl-4-naphthylindenyl)zirconium dichloride [Cl-].[Cl-].C[SiH](C)[Zr+2](C1C(=CC2=C(C=CC=C12)C1=CC=CC2=CC=CC=C12)C)C1C(=CC2=C(C=CC=C12)C1=CC=CC2=CC=CC=C12)C